N-(4-(2-(((2r,5r)-5-aminooctahydropentalen-2-yl)amino)-8-ethylquinazolin-6-yl)-2-fluorophenyl)-2-chlorobenzenesulfonamide NC1CC2CC(CC2C1)NC1=NC2=C(C=C(C=C2C=N1)C1=CC(=C(C=C1)NS(=O)(=O)C1=C(C=CC=C1)Cl)F)CC